(4Z)-4-decenal C(CC\C=C/CCCCC)=O